N-{4-[(7R)-3-anilino-5-methyl-4-oxo-7-(2,2,2-trifluoroethyl)-4,5,6,7-tetrahydro-1H-pyrrolo[3,2-c]pyridin-2-yl]pyridin-2-yl}-2-(4-fluorophenyl)acetamide N(C1=CC=CC=C1)C1=C(NC2=C1C(N(C[C@H]2CC(F)(F)F)C)=O)C2=CC(=NC=C2)NC(CC2=CC=C(C=C2)F)=O